(1R,2S)-2-(3-{[4-chloro-5-methoxy-6-(morpholin-4-yl)pyrimidin-2-yl]amino}-1H-indazol-6-yl)-5'-methoxyspiro[cyclopropane-1,3'-indol]-2'(1'H)-one ClC1=NC(=NC(=C1OC)N1CCOCC1)NC1=NNC2=CC(=CC=C12)[C@@H]1C[C@@]12C(NC1=CC=C(C=C21)OC)=O